2-(3-chlorophenyl)-3,3,3-trifluoro-2-hydroxypropanoic acid ClC=1C=C(C=CC1)C(C(=O)O)(C(F)(F)F)O